O1N=C(C2=C1C=CC=C2)[C@H](C)S(=O)(=O)N (S)-1-(benzo[d]isoxazol-3-yl)ethane-1-sulfonamide